C(C)N1N=C2N=C(C=NC2=C1)N[C@@H](C)C=1C=C(C=CC1)NC(C1=CN=C(C(=C1)C)OC(C)C)=O (S)-N-(3-(1-((2-ethyl-2H-pyrazolo[3,4-b]pyrazin-6-yl)amino)ethyl)phenyl)-6-isopropoxy-5-methylnicotinamide